2-(1-phenylethenyl)pyridine C1(=CC=CC=C1)C(=C)C1=NC=CC=C1